OCC1CCC(CC1)(O)C 4-(Hydroxymethyl)-1-methylcyclohexanol